ClC=1C(=NC=C(C1)NC(NC=1C=NC=2N(C1C1CCCC1)N=CC2)=O)C2=NOC(=N2)CCCC(=O)NC=2C=C1CN(C(C1=CC2)=O)C2C(NC(CC2)=O)=O 4-[3-[3-chloro-5-[(7-cyclopentylpyrazolo[1,5-a]pyrimidin-6-yl)carbamoylamino]-2-pyridyl]-1,2,4-oxadiazol-5-yl]-N-[2-(2,6-dioxo-3-piperidyl)-1-oxo-isoindolin-5-yl]butanamide